ClC1=CC(=CC2=C1N=C(S2)C2=C1N=CC(=NC1=CC(=C2)C)COC)OCCNS(=O)(=O)C2=CC(=CC=C2)F N-(2-(4-chloro-2-(2-(methoxymethyl)-7-methylquinoxalin-5-yl)benzo[d]thiazol-6-yloxy)ethyl)-3-fluorobenzenesulfonamide